COC=1C=C(C=C(C1)OC)[C@@H](C)NC(=O)C=1NC2=C(C=C3C(=NNC3=C2)C2=CC=NC=C2)N1 (R)-N-(1-(3,5-dimethoxyphenyl)ethyl)-3-(pyridin-4-yl)-1,7-dihydroimidazo[4,5-f]indazole-6-carboxamide